(2-fluoro-4-(5-oxopyrrolidin-2-yl)phenyl)-6-methoxybenzo[d]imidazo[2,1-b]thiazole-7-carboxylic acid methyl ester COC(=O)C1=CC2=C(N3C(S2)=NC(=C3)C3=C(C=C(C=C3)C3NC(CC3)=O)F)C=C1OC